(2S)-2-(dimethylamino)-N-[7-fluoro-2-[[2-oxo-3-(3-oxo-4H-pyrazino[2,3-b][1,4]oxazin-6-yl)-1-oxa-3,8-diazaspiro[4.5]decan-8-yl]methyl]indan-5-yl]propionamide CN([C@H](C(=O)NC=1C=C2CC(CC2=C(C1)F)CN1CCC2(CN(C(O2)=O)C2=NC3=C(OCC(N3)=O)N=C2)CC1)C)C